C1=CC=C2C(=C1)C(=CC(=O)N2)O The molecule is a heteroaryl hydroxy compound that is 2-quinolone substituted at position 4 by a hydroxy group. It is a quinolone and a heteroaryl hydroxy compound.